3-(9-((4-(aminomethyl)phenyl)carbamoyl)-4,5-dihydrobenzo[b]thieno[2,3-d]oxepin-8-yl)-6-(cyclopentylcarbamoyl)picolinic acid NCC1=CC=C(C=C1)NC(=O)C1=CC2=C(OCCC3=C2SC=C3)C=C1C=1C(=NC(=CC1)C(NC1CCCC1)=O)C(=O)O